(((3r,5r)-5-(fluoromethyl)-1-oxaspiro[2.5]oct-5-yl)methyl)-1H-benzo[d]imidazole-6-carbonitrile FC[C@]1(C[C@@]2(CO2)CCC1)CN1C=NC2=C1C=C(C=C2)C#N